Cl/C=C/CNC1=C(C(=NN1C1=C(C=C(C=C1Cl)C(F)(F)F)Cl)C#N)S(=O)C(F)(F)F 5-[[(2E)-3-Chloro-2-propen-1-yl]amino]-1-[2,6-dichloro-4-(trifluoromethyl)phenyl]-4-[(trifluoromethyl)sulfinyl]-1H-pyrazol-3-carbonitril